C(C)(C)(C)OC(=O)N[C@@H](COC1=NC(=NC(=C1)C1=C(C=CC=C1C)C)NS(=O)(=O)C=1C=C(C(=O)O)C=CC1)CCC(C)C 3-[[4-[(2R)-2-(tert-butoxycarbonylamino)-5-methyl-hexoxy]-6-(2,6-dimethylphenyl)pyrimidin-2-yl]sulfamoyl]benzoic acid